6-Bromo-1-methyl-1,5-naphthyridine-2,4(1H,3H)-dione BrC=1N=C2C(CC(N(C2=CC1)C)=O)=O